NCCS(=O)(=O)N[C@H](C(=O)OC)CCCCNC(=O)OCC1C2=CC=CC=C2C=2C=CC=CC12 Methyl (2S)-2-(2-aminoethanesulfonamido)-6-{[(9H-fluoren-9-ylmethoxy)carbonyl]amino}hexanoate